FC(C(=O)NC1=CC(=CC=C1)C=1C=C2C(=CN1)NN=C2C)=C 2-fluoro-N-(3-{3-methyl-1H-pyrazolo[3,4-c]pyridin-5-yl}phenyl)prop-2-enamide